ClC=1C(=C(C=CC1F)[C@H](NC(=O)N1[C@@H](C(NCC1)=O)C)C1CC2(C1)CC(C2)(F)F)F (2R)-N-((R)-(3-chloro-2,4-difluorophenyl)(6,6-difluorospiro[3.3]hept-2-yl)methyl)-2-methyl-3-oxopiperazine-1-carboxamide